4-(9-anthracenyl)phenol C1=CC=CC2=CC3=CC=CC=C3C(=C12)C1=CC=C(C=C1)O